6-(4-Isopropylphenyl)-N-[(2-oxo-1H-pyridin-3-yl)sulfonyl]-2-(2,4,6-trimethylphenoxy)pyridin-3-carboxamid C(C)(C)C1=CC=C(C=C1)C1=CC=C(C(=N1)OC1=C(C=C(C=C1C)C)C)C(=O)NS(=O)(=O)C=1C(NC=CC1)=O